N-methyl-2-(1H-pyrazol-3-yl)-1H-benzo[d]Imidazole-5-carboxamide CNC(=O)C1=CC2=C(NC(=N2)C2=NNC=C2)C=C1